2-[4-(difluoromethyl)-2-methoxy-3-(methylthio)phenyl]-4,4-dimethyl-4,5-dihydro-1,3-oxazole FC(C1=C(C(=C(C=C1)C=1OCC(N1)(C)C)OC)SC)F